tert-Butyl (2R)-4-(7-(2-((tert-butoxy carbonyl)amino)-7-fluorobenzo[d]thiazol-4-yl)-6-chloro-3-cyano-8-fluoroquinolin-4-yl)-2-methylpiperazine-1-carboxylate C(C)(C)(C)OC(=O)NC=1SC2=C(N1)C(=CC=C2F)C2=C(C=C1C(=C(C=NC1=C2F)C#N)N2C[C@H](N(CC2)C(=O)OC(C)(C)C)C)Cl